4-(dimethylamino)-N-((9z,12z)-octadec-9,12-dien-1-yl)-N-(((9z,12z)-octadec-9,12-dien-1-yl)oxy)butanamide CN(CCCC(=O)N(OCCCCCCCC\C=C/C\C=C/CCCCC)CCCCCCCC\C=C/C\C=C/CCCCC)C